N-(3-chloro-5-fluoro-4-(oxazol-5-yl)phenyl)chroman-3-carboxamide (1,2-dimethyl-2-phenyl-propyl)(2S)-2-[(3-hydroxy-4-methoxy-pyridine-2-carbonyl)amino]propanoate CC(C(C)(C1=CC=CC=C1)C)OC([C@H](C)NC(=O)C1=NC=CC(=C1O)OC)=O.ClC=1C=C(C=C(C1C1=CN=CO1)F)NC(=O)C1COC2=CC=CC=C2C1